C1=CC2=C(C=C1C(=O)O)C(=O)OC2=O 1,2,4-Benzenetricarboxylic anhydride